C(CCCCCCCCCCCCCCC)(=O)[O-].[Mn](=O)(=O)([O-])[O-].[Fe+3].[Li] lithium ferric manganate hexadecanoate